para-methylcinnamic acid CC1=CC=C(C=CC(=O)O)C=C1